4-(benzyloxy)benzene-1-sulfonyl chloride C(C1=CC=CC=C1)OC1=CC=C(C=C1)S(=O)(=O)Cl